Methyl (2-chloro-4-iodo-6-methoxyphenyl)acetate ClC1=C(C(=CC(=C1)I)OC)CC(=O)OC